N1(C=NC=C1)C1=CC(=NC=N1)N1C(N(C=C1)C1=NC(=CC=C1)C1=NN=CN1C(C)C)=O 1-(6-(1H-imidazol-1-yl)pyrimidin-4-yl)-3-(6-(4-isopropyl-4H-1,2,4-triazol-3-yl)pyridin-2-yl)-1H-imidazol-2(3H)-one